OCCOC=1N=CC(=NC1C)C1=CNC2=C(C=CC=C12)C#N 3-[5-(2-hydroxyethoxy)-6-methylpyrazin-2-yl]-1H-indole-7-carbonitrile